5-fluoro-4-oxo-3-((S)-2-(1-oxo-6-(2-oxo-2,3-dihydro-1H-benzo[d]imidazole-5-yl)isoindoline-2-yl)butanamido)pentanoic acid FCC(C(CC(=O)O)NC([C@H](CC)N1C(C2=CC(=CC=C2C1)C1=CC2=C(NC(N2)=O)C=C1)=O)=O)=O